8-(1-aminoethyl)-2-(4-methoxypiperidin-1-yl)-6-methylquinoline-4-carbonitrile NC(C)C=1C=C(C=C2C(=CC(=NC12)N1CCC(CC1)OC)C#N)C